3-chloro-5-[[2,4-difluoro-5-[3-(hydroxymethyl)phenoxy]phenyl]sulfamoyl]-4-methoxy-benzoic acid ClC=1C=C(C(=O)O)C=C(C1OC)S(NC1=C(C=C(C(=C1)OC1=CC(=CC=C1)CO)F)F)(=O)=O